2-[(2,4-dimethoxyphenyl)methylamino]-6-(5-methyl-4-prop-2-enoyl-2,3-dihydroquinoxalin-1-yl)-8-[4-(morpholinomethyl)phenyl]pyrido[2,3-d]pyrimidin-7-one COC1=C(C=CC(=C1)OC)CNC=1N=CC2=C(N1)N(C(C(=C2)N2CCN(C1=C(C=CC=C21)C)C(C=C)=O)=O)C2=CC=C(C=C2)CN2CCOCC2